C(C)(C)(C)OC(=O)N1[C@@H](CN([C@H](C1)C)C=1C2=C(N=CN1)N(C=C2C(C)C)C2=NC=CC(=C2)C(N)=O)C (2r,5s)-4-(7-(4-carbamoyl-pyridin-2-yl)-5-isopropyl-7H-pyrrolo[2,3-d]pyrimidin-4-yl)-2,5-dimethylpiperazine-1-carboxylic acid tert-butyl ester